5-bromo-1-methyl-3-(trifluoromethyl)pyridin-2(1H)-one BrC=1C=C(C(N(C1)C)=O)C(F)(F)F